Cl.NCCNC(OCN1C(C(CCC1=O)N1C(C2=CC=C(C=C2C1)CNC(NC1=CC(=C(C=C1)C)Cl)=O)=O)=O)=O [3-[5-([[(3-chloro-4-methylphenyl)carbamoyl]amino]methyl)-1-oxo-3H-isoindol-2-yl]-2,6-dioxopiperidin-1-yl]methyl N-(2-aminoethyl)carbamate hydrochloride